NC1=C(C=C(C=N1)C1=CC=C(C=C1)C(=O)N1C[C@@H](CC1)N)OC(C)C1=C(C(=CC=C1Cl)F)Cl (4-{6-amino-5-[1-(2,6-dichloro-3-fluoro-phenyl)-ethoxy]-pyridin-3-yl}-phenyl)-((R)-3-amino-pyrrolidin-1-yl)-methanone